(R)-6-(3-cyanopyrrolo[1,2-b]pyridazin-7-yl)-4-((4-(1-(difluoromethyl)-3-methyl-1H-pyrazol-4-yl)cyclohexyl)amino)-N-(2-fluoro-3-hydroxy-3-methylbutyl)nicotinamide C(#N)C1=CC=2N(N=C1)C(=CC2)C2=NC=C(C(=O)NC[C@H](C(C)(C)O)F)C(=C2)NC2CCC(CC2)C=2C(=NN(C2)C(F)F)C